2-benzyl 3-ethyl (S)-8-(2-amino-6-((R)-1-(5-chloro-[1,1'-biphenyl]-2-yl)-2,2,2-trifluoroethoxy)pyrimidin-4-yl)-2,8-diazaspiro[4.5]decane-2,3-dicarboxylate NC1=NC(=CC(=N1)N1CCC2(C[C@H](N(C2)C(=O)OCC2=CC=CC=C2)C(=O)OCC)CC1)O[C@@H](C(F)(F)F)C1=C(C=C(C=C1)Cl)C1=CC=CC=C1